(E)-N-methoxy-N-methyl-3-(pyridin-3-yl)acrylamide CON(C(\C=C\C=1C=NC=CC1)=O)C